1-((tetrahydro-2H-pyran-3-yl)methyl)-1H-pyrazole O1CC(CCC1)CN1N=CC=C1